C(=O)O.OC=1C=C(C=NC1C=1N=C2N(C=CC(=N2)C2CC(NC(C2)(C)C)(C)C)C1)C1=CC(N(C=C1)C)=O 5-hydroxy-1'-methyl-6-(7-(2,2,6,6-tetramethylpiperidin-4-yl)imidazo[1,2-a]pyrimidin-2-yl)-[3,4'-bipyridin]-2'(1'H)-one formate